5-[5-(cyclopropylmethyl)-4H-1,2,4-triazol-3-yl]-4-fluoro-2-methylaniline C1(CC1)CC=1NC(=NN1)C=1C(=CC(=C(N)C1)C)F